C(CCCCCCCC)C1=C(C=CC=C1)P(OP(O)(O)C1=C(C=CC=C1)CCCCCCCCC)(O)O.OCC(CO)(CO)CO pentaerythritol bis(nonylphenyl)diphosphite